t-butyl(3-(4-amino-2,3-dimethyl-5,6,7,8,9,10-hexahydro-1H-cycloocta[b]pyrrolo[3,2-e]pyridin-1-yl)propyl) (methyl)carbamate CNC(OCCC(N1C(=C(C=2C(=C3C(=NC21)CCCCCC3)N)C)C)C(C)(C)C)=O